2-bromo-4-(difluoromethyl)benzoic acid BrC1=C(C(=O)O)C=CC(=C1)C(F)F